C(C)(C)(C)OC(=O)N1CCN(CC1)CCOC1=CC(=C(C=C1)B1OC(C(O1)(C)C)(C)C)Cl.FC1=C(C(=C(C(=C1F)F)F)F)[B-](C1=C(C(=C(C(=C1F)F)F)F)F)(C1=C(C(=C(C(=C1F)F)F)F)F)C1=C(C(=C(C(=C1F)F)F)F)F.C(CCCCCCCCCCCCCCC)[NH+](CCCCCCCCCC)C1=C(C=CC=C1)C N-hexadecyl-N-decyl-tolylammonium tetrakis(perfluorophenyl)borate tert-butyl-4-(2-(3-chloro-4-(4,4,5,5-tetramethyl-1,3,2-dioxaborolan-2-yl)phenoxy)ethyl)piperazine-1-carboxylate